C(#C)C1=CC(=C(C=N1)C1=C(C2=C(N=CN=C2N)N1COCC[Si](C)(C)C)C1=CC=C(C=C1)OC1=NC=CC(=N1)C)C 6-(6-ethynyl-4-methylpyridin-3-yl)-5-{4-[(4-methylpyrimidin-2-yl)oxy]phenyl}-7-{[2-(trimethylsilyl)ethoxy]methyl}-7H-pyrrolo[2,3-d]pyrimidin-4-amine